N-[2-(1-benzylpiperidin-4-yl)ethyl]-4-hydroxy-1-(3,4,5-trifluorophenyl)piperidine-4-carboxamide C(C1=CC=CC=C1)N1CCC(CC1)CCNC(=O)C1(CCN(CC1)C1=CC(=C(C(=C1)F)F)F)O